OC[C@@H](C)NC(=O)C=1C(N(N=C(C1)C1=CC=C(C=C1)C(F)(F)F)C=1C=NC=CC1)=O N-[(2R)-1-hydroxy-prop-2-yl]-3-oxo-2-(pyridin-3-yl)-6-[4-(trifluoromethyl)phenyl]-2,3-dihydropyridazine-4-carboxamide